4-iodophenyl-diphenylsulfonium triflate [O-]S(=O)(=O)C(F)(F)F.IC1=CC=C(C=C1)[S+](C1=CC=CC=C1)C1=CC=CC=C1